2-((2-Oxaspiro[3.3]heptan-6-yl)methyl)-6-((4,6-dimethyl-2-(trifluoromethyl)pyrimidin-5-yl)sulfonyl)-2,6-diazaspiro[3.3]heptane C1OCC12CC(C2)CN2CC1(C2)CN(C1)S(=O)(=O)C=1C(=NC(=NC1C)C(F)(F)F)C